C(\C=C\C(=O)[O-])(=O)OC(CC)=O propionyl fumarate